(R)-4-(3-(4-Acryloylpiperazin-1-yl)azetidin-1-yl)-6-(2,4-dimethyl-1-oxa-8-azaspiro[4.5]dec-3-en-8-yl)-2-(trifluoromethyl)nicotinonitrile C(C=C)(=O)N1CCN(CC1)C1CN(C1)C1=CC(=NC(=C1C#N)C(F)(F)F)N1CCC2(C(=C[C@H](O2)C)C)CC1